ClC1=CC=C(C=C1)N(P(=O)(CC1=CC=C(C=C1)C1=NOC(=N1)C(F)(F)F)C)C N-(4-chlorophenyl)-N,P-dimethyl-P-(4-(5-(trifluoromethyl)-1,2,4-oxadiazol-3-yl)benzyl)phosphinic amide